9-bromo-11H-benzo[A]carbazole BrC1=CC=C2C3=CC=C4C(=C3NC2=C1)C=CC=C4